(2s,3s,4s,5r,6r)-3,4,5-triacetoxy-6-bromo-tetrahydropyran-2-carboxylic acid methyl ester COC(=O)[C@H]1O[C@@H]([C@@H]([C@H]([C@@H]1OC(C)=O)OC(C)=O)OC(C)=O)Br